N1(CCC1)C/C=C/C(=O)N(C)[C@H](C(=O)NCCC=1C=C(C=CC1)NC=1C(=NC(=C(N1)N(C)C)C)C(=O)N)C (S,E)-3-((3-(2-(2-(4-(azetidin-1-yl)-N-methylbut-2-enamido)propanamido)ethyl)phenyl)amino)-5-(dimethylamino)-6-methylpyrazine-2-carboxamide